C(C)(=O)NC1=CC(=NC=C1)C(=O)NC1=CC(=CC=C1)[C@H](C)SC1=NN=CN1C (S)-4-acetamido-N-(3-(1-((4-methyl-4H-1,2,4-triazol-3-yl)thio)ethyl)phenyl)picolinamide